[Na+].N1(C=CC=C1)C1=C(N(C=C1)S(N)(=O)=O)C(=O)[O-] 3-pyrrol-1-yl-1-sulfamoyl-pyrrole-2-carboxylic acid sodium salt